13-OXOOCTADECANOIC ACID O=C(CCCCCCCCCCCC(=O)O)CCCCC